C(C)(C)N1N=C(C=2C=NC(=CC21)NC2=NC(=NC=C2)N2CCC(CC2)OC)N2CCN(CC2)CC=2C=C(C=CC2)NC2C(NC(CC2)=O)=O 3-((3-((4-(1-isopropyl-6-((2-(4-methoxypiperidin-1-yl)pyrimidin-4-yl)amino)-1H-pyrazolo[4,3-c]pyridin-3-yl)piperazin-1-yl)methyl)phenyl)amino)piperidine-2,6-dione